5-(2,3-dimethoxyphenyl)-4-(2,5-dimethyl-benzoyl)-3-hydroxy-1-[3-(4-morpholinyl)propyl]-1,5-dihydro-2H-pyrrol-2-one COC1=C(C=CC=C1OC)C1C(=C(C(N1CCCN1CCOCC1)=O)O)C(C1=C(C=CC(=C1)C)C)=O